C(C)OC(=O)C=1C(=NC(=NC1CC)Cl)Cl.C(C)(=O)C1(CC(=CC(=C1)C(C)=O)C(C)=O)C1=CC=CC=C1 1,3,5-triacetylphenyl-benzene ethylethyl-2,4-dichloropyrimidine-5-carboxylate